[2-bromo-3-[dideuterio(hydroxy)methyl]phenyl]-dideuterio-methanol BrC1=C(C=CC=C1C(O)([2H])[2H])C(O)([2H])[2H]